F[C@H]1[C@@H]2CC[C@H](C[C@H]1OC1=CC=C(N=N1)C1=C(C=C(C#N)C=C1)O)N2 4-(6-(((1s,2s,3r,5r)-2-fluoro-8-azabicyclo[3.2.1]oct-3-yl)oxy)pyridazin-3-yl)-3-hydroxybenzonitrile